COC(=O)N1CC2=C(CC1)C(=NN2)C(=O)N2CCC(CC2)C2=C(C(=CC(=C2)F)F)C(F)(F)F 3-(4-(3,5-difluoro-2-(trifluoromethyl)phenyl)piperidine-1-carbonyl)-1,4,5,7-tetrahydro-6H-pyrazolo[3,4-c]pyridine-6-carboxylic acid methyl ester